(R)-2-oxoimidazolidine-4-carboxylic acid [5-(3-butylphenyl)-1-phenyl-1H-pyrazol-3-yl]amide C(CCC)C=1C=C(C=CC1)C1=CC(=NN1C1=CC=CC=C1)NC(=O)[C@@H]1NC(NC1)=O